2-(2-hydroxy-3-cumyl-5-tert-octylphenyl)benzotriazole OC1=C(C=C(C=C1C(C)(C)C1=CC=CC=C1)C(C)(C)CC(C)(C)C)N1N=C2C(=N1)C=CC=C2